ClC1=C2C=CN=C(C2=CC=C1)OC 5-Chloro-1-methoxyisoquinoline